(R)-2-(((8-((tert-butoxycarbonyl)(2-(trifluoromethoxy)benzyl)amino)-3-isopropylimidazo[1,2-b]pyridazin-6-yl)oxy)methyl)morpholine-4-carboxylate C(C)(C)(C)OC(=O)N(C=1C=2N(N=C(C1)OC[C@H]1CN(CCO1)C(=O)[O-])C(=CN2)C(C)C)CC2=C(C=CC=C2)OC(F)(F)F